1-(3,4-bis((4-fluorobenzyl)oxy)phenoxy)-3-((2-hydroxyethyl)amino)propan-2-ol FC1=CC=C(COC=2C=C(OCC(CNCCO)O)C=CC2OCC2=CC=C(C=C2)F)C=C1